tert-butyl 7-acryloyl-2-(4-cyclopropyl-3-fluoro-2-hydroxyphenyl)-2,3,4,5a,6,7,8,9-octahydro-5H-1,2,5,7-tetraazabenzo[cd]azulene-5-carboxylate C(C=C)(=O)N1CC2C3=C(N(N=C3CC1)C1=C(C(=C(C=C1)C1CC1)F)O)CCN2C(=O)OC(C)(C)C